S1C=NC2=C1C=CC(=C2)NC2=CC=NC1=CC(=CC=C21)C2=C(C=C(C(=O)N1CC3(CN(C3)C(=O)OC(C)(C)C)C1)C=C2)F tert-butyl 6-(4-(4-(benzo[d]thiazol-5-ylamino)quinolin-7-yl)-3-fluorobenzoyl)-2,6-diazaspiro[3.3]heptane-2-carboxylate